(1r,4r)-2'-(2-benzyl-3-hydroxypropyl)-4-(3-chloroanilino)-2',3'-dihydrospiro[cyclohexane-1,1'-indene]-4-carboxylic acid methyl ester COC(=O)C1(CCC2(C(CC3=CC=CC=C23)CC(CO)CC2=CC=CC=C2)CC1)NC1=CC(=CC=C1)Cl